3-cyclopropyl-4-methoxy-1-(tetrahydro-2H-pyran-3-yl)-1H-pyrazolo[3,4-b]pyridine C1(CC1)C1=NN(C2=NC=CC(=C21)OC)C2COCCC2